NCCOCCOCC(=O)N1CCN(CC1)CCNC(CNC1=CC(=NC=N1)C(=O)NC[C@@H](CN1CC2=CC=CC=C2CC1)O)=O (S)-6-((2-((2-(4-(2-(2-(2-aminoethoxy)ethoxy)acetyl)piperazin-1-yl)ethyl)amino)-2-oxoethyl)amino)-N-(3-(3,4-dihydroisoquinolin-2(1H)-yl)-2-hydroxypropyl)pyrimidine-4-carboxamide